Heptyl N-pentylcarbamate C(CCCC)NC(OCCCCCCC)=O